7-(imidazo[1,5-a]pyridin-6-ylethynyl)-N-(3-(morpholinomethyl)-5-(trifluoromethyl)phenyl)-6-phenylisoxazolo[4,5-c]pyridin-3-amine C=1N=CN2C1C=CC(=C2)C#CC=2C1=C(C=NC2C2=CC=CC=C2)C(=NO1)NC1=CC(=CC(=C1)C(F)(F)F)CN1CCOCC1